N-[(1S)-3-cyano-1,5,5-trimethyl-4-oxocyclohex-2-en-1-yl]-3,5-difluoro-N-methylpyridine-2-carboxamide C(#N)C1=C[C@@](CC(C1=O)(C)C)(C)N(C(=O)C1=NC=C(C=C1F)F)C